(S)-(4-(difluoromethyl)-2-(1-methyl-1H-pyrazol-4-yl)oxazol-5-yl)(4-(5-fluorobenzo[d]oxazol-2-yl)-6,7-dihydro-1H-imidazo[4,5-c]pyridin-5(4H)-yl)methanone FC(C=1N=C(OC1C(=O)N1[C@@H](C2=C(CC1)NC=N2)C=2OC1=C(N2)C=C(C=C1)F)C=1C=NN(C1)C)F